ClC1=CC=C(C=C1)C1=C2C(=C(N=N1)N[C@@H]1CN(CCC1)C)C=NC=C2 (S)-1-(4-chlorophenyl)-N-(1-methylpiperidin-3-yl)pyrido[3,4-d]pyridazin-4-amine